C(C)(C)(C)C1=CN=C(O1)CSC1=CN=C(S1)NC(=O)C1CCN(CC1)C1CCN(CC1)CC1=CC(=CC=C1)C1C(NC(CC1)=O)=O N-(5-(((5-(tert-butyl)oxazol-2-yl)methyl)thio)thiazol-2-yl)-1'-(3-(2,6-dioxopiperidin-3-yl)benzyl)-[1,4'-bipiperidine]-4-carboxamide